2-[2-[(3R)-3-benzyloxybutoxy]ethoxymethyl]-4-bromo-1-methyl-imidazole C(C1=CC=CC=C1)O[C@@H](CCOCCOCC=1N(C=C(N1)Br)C)C